OC1=CC(=NN1C=1SC=C(N1)C(=O)O)C1=CC=CC=C1 2-(5-hydroxy-3-phenyl-1H-pyrazol-1-yl)thiazole-4-carboxylic acid